(5R)-2-[(3R)-1-chloro-5,5-difluoropiperidin-3-yl]-5-methyl-1λ6,2-thiazolidine-1,1-dione ClN1C[C@@H](CC(C1)(F)F)N1S([C@@H](CC1)C)(=O)=O